C1(CC1)C1=CC(=CC(=N1)N1C(C2=CC(=CC=C2C1)CNCC1(CCCC1)O)=O)C=1N(N=CC1C1=NN=CN1C)C 2-{6-Cyclopropyl-4-[2-methyl-4-(4-methyl-1,2,4-triazol-3-yl)pyrazol-3-yl]pyridin-2-yl}-6-({[(1-hydroxycyclopentyl)methyl]amino}methyl)-3H-isoindol-1-one